5-[2-(3-Chloro-quinoline-8-sulfonyl-amino)-phenylethynyl]-pyridine-2-carboxylic acid ClC=1C=NC2=C(C=CC=C2C1)S(=O)(=O)NC1=C(C=CC=C1)C#CC=1C=CC(=NC1)C(=O)O